FC(C(C(C)(F)F)(F)F)(F)F 1,1,1,2,2,3,3-heptafluorobutane